[Br-].OCCN1C=[N+](C=C1)C=C 1-(2'-hydroxyethyl)-3-vinylimidazolium bromide